O=C1NC(CCC1NC1=CC(=C(C=C1)NC(=O)[C@@H]1CNCC1)F)=O (3S)-N-(4-((2,6-dioxopiperidin-3-yl)amino)-2-fluorophenyl)pyrrolidine-3-carboxamide